CC(CCCC)OC=1C=C2C[C@@H](C(=CC2=CC1)CN1CC(C1)C(=O)O)C 1-[((3S)-6-hex-2-yloxy-3-methyl-3,4-dihydronaphthalen-2-yl)methyl]Azetidine-3-carboxylic acid